N-(6-(difluoromethyl)pyridazin-4-yl)-2-fluoro-8-methyl-8-(trifluoromethyl)-7,8-dihydro-6H-pyrazolo[1,5-a]pyrrolo[2,3-e]pyrimidine-6-carboxamide FC(C1=CC(=CN=N1)NC(=O)N1CC(C2=C1C=NC=1N2N=C(C1)F)(C(F)(F)F)C)F